C1(=CC=C(C=C1)CNC(=O)C=1C=NN(C1)C1=NC=C(C(=O)O)C=C1OC)C1=CC=CC=C1 6-(4-(([1,1'-biphenyl]-4-ylmethyl)carbamoyl)-1H-pyrazol-1-yl)-5-methoxynicotinic acid